3-(3,4-dimethylphenyl)thio-N-methylphthalimide CC=1C=C(C=CC1C)SC1=C2C(C(=O)N(C2=O)C)=CC=C1